3-Chloro-5,6,7,8-tetrahydrocinnoline-8-ol ClC=1N=NC=2C(CCCC2C1)O